1,1-dimethyl-2-(4-methyl-piperazin-1-yl)-ethylamine CC(CN1CCN(CC1)C)(C)N